1-((3'R,4'S,5'R,6'R)-3',5'-bis(Benzyloxy)-6'-((benzyloxy)methyl)-6-methoxy-3',4',5',6'-tetrahydrospiro[chroman-2,2'-pyran]-4'-yl)-4-(3,4,5-trifluorophenyl)-1H-1,2,3-triazole C(C1=CC=CC=C1)O[C@H]1C2(O[C@@H]([C@@H]([C@@H]1N1N=NC(=C1)C1=CC(=C(C(=C1)F)F)F)OCC1=CC=CC=C1)COCC1=CC=CC=C1)OC1=CC=C(C=C1CC2)OC